fluoro-3-butenolide FC1C(=O)OC=C1